BrC=1C(=C(COC2=CC(=C(C=O)C=C2Cl)O)C=CC1)Cl 4-((3-Bromo-2-chlorobenzyl)-oxy)-5-chloro-2-hydroxybenzaldehyde